5-((2,6-Difluorophenyl)ethynyl)-1-methyl-1H-indazole FC1=C(C(=CC=C1)F)C#CC=1C=C2C=NN(C2=CC1)C